Ethyl 2-(4-bromo-2-fluorophenyl)-7-chloropyrazolo[1,5-a]pyrimidine-5-carboxylate BrC1=CC(=C(C=C1)C1=NN2C(N=C(C=C2Cl)C(=O)OCC)=C1)F